5-bromo-1H-benzo[d]imidazol BrC1=CC2=C(NC=N2)C=C1